2-(4-bromo-3-isopropyl-6-oxo-pyridazin-1-yl)-N-[rac-(3R)-1-ethyl-3-piperidyl]acetamide BrC=1C(=NN(C(C1)=O)CC(=O)N[C@H]1CN(CCC1)CC)C(C)C |r|